C1(=CC=CC=C1)P(=O)(C(=C)C(=C)P(=O)(C1=CC=CC=C1)C1=CC=CC=C1)C1=CC=CC=C1 2,3-bis(diphenylphosphinoyl)-buta-1,3-diene